NC1=C(C=C(C=C1)C(F)(F)F)C1=NC=2C(=NC=CC2C2=CC(=C(CNC(=O)C3=NC(=NO3)C(C)(C)C)C=C2)F)N1 N-(4-(2-(2-Amino-5-(trifluoromethyl)phenyl)-3H-imidazo[4,5-b]pyridin-7-yl)-2-fluorobenzyl)-3-(tert-butyl)-1,2,4-oxadiazole-5-carboxamide